((S)-1-[[2-amino-2-oxo-1-(1H-pyrazol-3-ylmethyl)ethyl]carbamoyl]-3-methyl-butyl)-4-methoxy-1H-indole-2-carboxamide NC(C(CC1=NNC=C1)NC(=O)[C@H](CC(C)C)N1C(=CC2=C(C=CC=C12)OC)C(=O)N)=O